C(C1=CC=CC=C1)(=O)OC(CCCC)CC 5-heptanol benzoate